3,3-dimethylbutylstyrene CC(CCC=CC1=CC=CC=C1)(C)C